3-chloro-7-(3,5-dimethoxyphenyl)-2,6-naphthyridine ClC=1N=CC2=CC(=NC=C2C1)C1=CC(=CC(=C1)OC)OC